7-(oxetan-2-ylmethyl)-7H-imidazo[4,5-c]Pyridazine-3-carboxylic acid ethyl ester C(C)OC(=O)C1=CC2=C(N=N1)N(C=N2)CC2OCC2